BrC1=CC=CC=2N(CCOCC21)C2=NC(N(C1=CC(=C(C=C21)Cl)O)C)=O (6-bromo-2,3-dihydrobenzo[e][1,4]oxazepin-1(5H)-yl)-6-chloro-7-hydroxy-1-methylquinazolin-2(1H)-one